C1(CCC1)\C(=C(/C=1C=C2C=NNC2=CC1)\C1=CC=C(OCCN)C=C1)\C1=CC=CC=C1 (E)-2-(4-(2-cyclobutyl-1-(1H-indazol-5-yl)-2-phenylvinyl)phenoxy)ethanamine